C1(CCC1)C1=NN=C(O1)C(=O)N1[C@@H](C2=C(CC1)NC=N2)C2=NN1C(C=CC=C1C(F)F)=C2 (S)-(5-cyclobutyl-1,3,4-oxadiazol-2-yl)(4-(7-(difluoromethyl)pyrazolo[1,5-a]pyridin-2-yl)-6,7-dihydro-1H-imidazo[4,5-c]pyridin-5(4H)-yl)methanone